1-(5-bromo-3-fluoro-2-hydroxyphenyl)ethan-1-one BrC=1C=C(C(=C(C1)C(C)=O)O)F